7-(3-fluorobenzyl)-4-(4-methoxybenzyl)-6,7,8,9-tetrahydroimidazo[1,2-a]pyrido[3,4-e]pyrimidin-5(4H)-one FC=1C=C(CN2CC=3C(N(C=4N(C3CC2)C=CN4)CC4=CC=C(C=C4)OC)=O)C=CC1